N[C@@H]1[C@@H](OCC12CCN(CC2)C2=CN=C1ON(ONC1=N2)C=2C(=C(C=CC2)NC(=O)C2=NC=CC=C2)Cl)C N-(3-(7-((3S,4S)-4-amino-3-methyl-2-oxa-8-azaspiro[4.5]decane-8-yl)-2,4-dioxa-1,2-dihydropteridine-3(4H)-yl)-2-chlorophenyl)pyridine-2-carboxamide